FC1=CC=C(C=C1)C(C#N)=C1CCN(CC1)C(=O)N1CCCCC1 2-(4-fluorophenyl)-2-(1-(piperidine-1-carbonyl)piperidin-4-ylidene)acetonitrile